2-Ethyl-3-hydroxy-4H-pyran-4-on C(C)C=1OC=CC(C1O)=O